methyl (9-hydroxy-9H-fluorene-3-carbonyl)glycinate OC1C2=CC=CC=C2C=2C=C(C=CC12)C(=O)NCC(=O)OC